FC([C@H]1N(C(OC1)=O)C=1N=C2N(CCOC3=C2C=CC(=C3)N[C@H](C(=O)N)C)C1)F (2S)-2-[[2-[(4S)-4-(difluoromethyl)-2-oxo-oxazolidin-3-yl]-5,6-dihydroimidazo[1,2-d][1,4]benzoxazepin-9-yl]amino]propanamide